CSC=1CCC(N1)C1=CC=C(C=C1)C(F)(F)F 5-(methylthio)-2-(4-(trifluoromethyl)phenyl)-3,4-dihydro-2H-pyrrole